(1R,2S)-2-Hydroxy-8-iodo-1,2,3,4-tetrahydronaphthalin-1-yl-carbamat O[C@@H]1[C@@H](C2=C(C=CC=C2CC1)I)NC([O-])=O